[I-].C12C3CC=CC3C(CC1)C2 tricyclo[5.2.1.02,6]dec-4-ene iodide